4,5-dimethyl-1,8-diaminooctane CC(CCCN)C(CCCN)C